FC1=C(C=C(C=C1)NC1=NC=C(C(=N1)NC=1C=CC2=C(NC(O2)=O)C1)C)S(=O)(=O)C 5-(2-(4-fluoro-3-(methylsulfonyl)phenylamino)-5-methylpyrimidin-4-ylamino)benzo[d]oxazol-2(3H)-one